5-methyl-3-(trifluoromethyl)-6,7,7a,8,10,11-hexahydropyrazino[1,2-d]pyrido[3,2-b][1,4]diazepin CN1C2=C(N3C(CC1)CNCC3)N=CC(=C2)C(F)(F)F